methyl 2-((4-((R)-2-(4-chloro-2-fluorophenyl)-2-methyl-2H-chromen-8-yl) piperidin-1-yl) methyl)-3-(((S)-oxabutan-2-yl) methyl)-3H-imidazo[4,5-b]pyridine-5-carboxylate ClC1=CC(=C(C=C1)[C@@]1(OC2=C(C=CC=C2C=C1)C1CCN(CC1)CC1=NC=2C(=NC(=CC2)C(=O)OC)N1C[C@@H](O)CC)C)F